5-(4-chloro-2-fluorophenyl)-2,3-dimethyl-7-((2r,4s)-2-(2-methyl-4-pyridyl)tetrahydro-2H-pyran-4-yl)pyrido[3,4-b]pyrazine ClC1=CC(=C(C=C1)C1=NC(=CC=2C1=NC(=C(N2)C)C)[C@@H]2C[C@@H](OCC2)C2=CC(=NC=C2)C)F